CC1=NNC(=C1C1=CC=C(C=O)C=C1)C 4-(3,5-dimethyl-1H-pyrazole-4-yl)benzaldehyde